2-[3-(dimethylamino)propoxy]propane-1,3-diol hydrochloride Cl.CN(CCCOC(CO)CO)C